COC1=NC=CC(=C1)CN1C=CC=C1 ((2-methoxypyridin-4-yl)methyl)-1H-pyrrole